benzyl (tosylmethyl)carbamate S(=O)(=O)(C1=CC=C(C)C=C1)CNC(OCC1=CC=CC=C1)=O